4-[(1R)-1-aminopropyl]-2-{3-[(5S)-5-methyl-6,7-dihydro-5H-pyrrolo[2,1-c][1,2,4]triazol-3-yl]phenyl}-6-[methyl(propan-2-yl)amino]-2,3-dihydro-1H-pyrrolo[3,4-c]pyridin-1-one N[C@H](CC)C1=NC(=CC2=C1CN(C2=O)C2=CC(=CC=C2)C=2N1C(=NN2)CC[C@@H]1C)N(C(C)C)C